NC1=NC=NN2C1=CC=C2[C@@]2(O[C@H](CC2)CO[P@@](=O)(OC2=CC=CC=C2)N[C@H](C(=O)OC2CCC2)CC(=O)OC2CCC2)C#N (2R,3R,4R,5R)-2-(4-aminopyrrolo[2,1-f][1,2,4]triazine-7-yl)-2-cyano-5-((((R)-(((S)-1,4-diCyclobutyloxy-1,4-dioxobutane-2-yl)amino)(phenoxy)phosphoryl)oxy)methyl)tetrahydrofuran